ClC1=C(N(N=C1C(F)(F)F)C1=CC(=CC=C1)C(NC1=CC=2N(C=C1)N=C(C2)C)=O)COC2=CC=C(C(=O)OC(C)(C)C)C=C2 tert-Butyl 4-[[4-chloro-2-[3-[(2-methylpyrazolo[1,5-a]pyridin-5-yl) carbamoyl]phenyl]-5-(trifluoromethyl)pyrazol-3-yl]methoxy]benzoate